6-bromo-7-fluoro-3-(methoxymethoxy)-8-((triisopropylsilyl)ethynyl)naphthalen-1-ol BrC=1C=C2C=C(C=C(C2=C(C1F)C#C[Si](C(C)C)(C(C)C)C(C)C)O)OCOC